C(#C)C1=CC(=C(C=C1)C1=C(N=C(N=N1)N[C@H]1C[N+](CCC1)(C)[O-])C)O (3R)-3-((6-(4-ethynyl-2-hydroxyphenyl)-5-methyl-1,2,4-triazin-3-yl)amino)-1-methylpiperidine-1-oxide